FC1=C(C=C(C=C1C(F)(F)F)C1=C(C=C(C=C1CCCC=C)F)C)[C@H](CC(=O)OCC)NC([C@@H](CCC(=C)C)OS(=O)(=O)C)=O Ethyl (S)-3-(4,4'-difluoro-2'-methyl-6'-(pent-4-en-1-yl)-5-(trifluoromethyl)-[1,1'-biphenyl]-3-yl)-3-((R)-5-methyl-2-((methylsulfonyl)oxy)hex-5-enamido)propanoate